(S)-N1-(2-Chloro-5-fluoro-4-((thiazol-2-ylmethyl)sulfonyl)phenyl)-N4-((S)-pyrrolidin-2-ylmethyl)pentan-1,4-diamin ClC1=C(C=C(C(=C1)S(=O)(=O)CC=1SC=CN1)F)NCCC[C@H](C)NC[C@H]1NCCC1